1-{4-[bis(diethylamino)methylsilyl]phenyl}-1-phenylethene C(C)N(CC)C(N(CC)CC)[SiH2]C1=CC=C(C=C1)C(=C)C1=CC=CC=C1